CC1=CC2=C(C=C1)[N+](=C(S2)C3=CC=C(C=C3)N(C)C)C.[Cl-] The molecule is an organic chloride salt having 2-[4-(dimethylamino)phenyl]-3,6-dimethyl-1,3-benzothiazol-3-ium as the counterion. It is widely used to visualise and quantify the presence of amyloids, both in vitro and in vivo. It has a role as a fluorochrome and a histological dye. It contains a thioflavin T cation.